CC1=CN=C(S1)NC(=O)C1=NC(=CN=C1)C1=CC=C(C=C1)C(F)(F)F N-(5-methylthiazol-2-yl)-6-(4-(trifluoromethyl)phenyl)pyrazine-2-carboxamide